C(C)C1=NN2C(C=C(C=C2C)C=2C=NNC2)=C1N(C=1SC(=C(N1)C1=CC=C(C=C1)F)C#N)C 2-((2-ethyl-7-methyl-5-(1H-pyrazol-4-yl)pyrazolo[1,5-a]pyridin-3-yl)(methyl)amino)-4-(4-fluorophenyl)thiazole-5-carbonitrile